N1C(=CC=C1)C(=O)C1=CC=CC=C1 Pyrrolophenone